chromium niobium vanadium [V].[Nb].[Cr]